4-methoxy-2-methyl-8H-pyrido[2,3-d]Pyrimidin-7-one COC=1C2=C(N=C(N1)C)NC(C=C2)=O